3-(difluoromethyl)-1-((1R,4r)-4-(((3R)-3-((3-(1-(2,6-dioxopiperidine-3-yl)-3-methyl-1H-indazol-4-yl)prop-2-yn-1-yl)oxy)pyrrolidin-1-yl)methyl)cyclohexyl)-1H-pyrazole FC(C1=NN(C=C1)C1CCC(CC1)CN1C[C@@H](CC1)OCC#CC1=C2C(=NN(C2=CC=C1)C1C(NC(CC1)=O)=O)C)F